ClC=1C=C(C=CC1)C(C)(C)NC(=O)C=1OC=C(N1)C1=NC(=NC=C1F)NC1=CC=NN1C N-(2-(3-chlorophenyl)propan-2-yl)-4-(5-fluoro-2-((1-methyl-1H-pyrazol-5-yl)amino)pyrimidin-4-yl)oxazole-2-carboxamide